4-(4-((4,4-dimethyl-2-(4-(phenylcarbamoyl)thiophen-2-yl)cyclohex-1-en-1-yl)methyl)piperazin-1-yl)benzoic acid methyl ester COC(C1=CC=C(C=C1)N1CCN(CC1)CC1=C(CC(CC1)(C)C)C=1SC=C(C1)C(NC1=CC=CC=C1)=O)=O